C1(CC1)N1N=C(N=C1)C=1C(=C(C=C(C1)F)NC1=CC(=NC=C1C(=O)NCC)NC1=CC(=NC(=C1)C)C)OC 4-((3-(1-cyclopropyl-1H-1,2,4-triazol-3-yl)-5-fluoro-2-methoxyphenyl)amino)-6-((2,6-dimethylpyridin-4-yl)amino)-N-ethylnicotinamide